N(=[N+]=[N-])C(CCCN(S(=O)(=O)C1=CC=C(C=C1)C)C)CC[Si](C1=CC=CC=C1)(C)C N-(4-azido-6-(dimethyl-(phenyl)silyl)hexyl)-N,4-dimethylbenzenesulfonamide